2-[(4-{6-[(4-chloro-2-fluorobenzyl)oxy]pyridin-2-yl}piperidin-1-yl)methyl]-1-[2-(1-methylpiperidin-4-yl)ethyl]-1H-benzimidazole-6-carboxylic acid ClC1=CC(=C(COC2=CC=CC(=N2)C2CCN(CC2)CC2=NC3=C(N2CCC2CCN(CC2)C)C=C(C=C3)C(=O)O)C=C1)F